1-ethyl-1,2,3-triazol-4-amine C(C)N1N=NC(=C1)N